3-(4-chlorophenyl)-1-tosyl-1H-indazole ClC1=CC=C(C=C1)C1=NN(C2=CC=CC=C12)S(=O)(=O)C1=CC=C(C)C=C1